(7-((4-(cyclohexylamino)-5-(trifluoromethyl)-7H-pyrrolo[2,3-d]pyrimidin-2-yl)amino)-2,3-dihydrobenzo-furan-4-yl)(4-morpholinopiperidin-1-yl)methanone C1(CCCCC1)NC=1C2=C(N=C(N1)NC1=CC=C(C=3CCOC31)C(=O)N3CCC(CC3)N3CCOCC3)NC=C2C(F)(F)F